N-[(5-chlorothiophen-2-yl)methyl]-1-(2-methoxybenzoyl)-3-(2-methylpyrrolidin-2-yl)-1H-pyrazol-5-amine ClC1=CC=C(S1)CNC1=CC(=NN1C(C1=C(C=CC=C1)OC)=O)C1(NCCC1)C